ClC1=C(C=C(C=C1)C1(CC1)NC(CC(C)(O)C1=C(C=C(C=C1)F)F)=O)OCC(F)(F)F N-(1-(4-chloro-3-(2,2,2-trifluoroethoxy)phenyl)cyclopropyl)-3-(2,4-difluorophenyl)-3-hydroxybutanamide